1-(3-(6-chloro-7-fluoro-5-methoxy-1-methyl-3-(1H-pyrazol-4-yl)-1H-indol-2-yl)-1H-1,2,4-triazol-5-yl)ethan-1-one ClC1=C(C=C2C(=C(N(C2=C1F)C)C1=NNC(=N1)C(C)=O)C=1C=NNC1)OC